4-((R)-3-((4-bromo-2-((2S,6R)-2,6-dimethylmorpholine-4-carbonyl)-6-nitrophenyl)amino)piperidine-1-carbonyl)-6-methylpyridin-2(1H)-one BrC1=CC(=C(C(=C1)[N+](=O)[O-])N[C@H]1CN(CCC1)C(=O)C1=CC(NC(=C1)C)=O)C(=O)N1C[C@@H](O[C@@H](C1)C)C